[Ti+4].[Ti+4].[O-2].[Y+3] yttrium oxide dititanium